FC=1C(=C(C=O)C=C(C1)NCC1=CC=C(C=C1)F)O 3-fluoro-5-((4-fluorobenzyl)amino)-2-hydroxybenzaldehyde